methyl-1-(tetrahydro-2H-pyran-4-yl)-1H-pyrazol CC1=NN(C=C1)C1CCOCC1